tert-butyl 3-[(1S,4S,5R)-5-[[5-cyclopropyl-3-(2,6-dichlorophenyl)-1,2-oxazol-4-yl]methoxy]-2-azabicyclo[2.2.1]heptan-2-yl]-4,5-dihydro-1,2-oxazole-5-carboxylate C1(CC1)C1=C(C(=NO1)C1=C(C=CC=C1Cl)Cl)CO[C@H]1[C@@H]2CN([C@H](C1)C2)C2=NOC(C2)C(=O)OC(C)(C)C